(R)-N-((S)-(3-chloro-2,4-difluorophenyl)((1R,3S)-3-(trifluoromethyl)cyclobutyl)methyl)-2-(hydroxymethyl)-3-oxopiperazine-1-carboxamide ClC=1C(=C(C=CC1F)[C@@H](NC(=O)N1[C@@H](C(NCC1)=O)CO)C1CC(C1)C(F)(F)F)F